(R)-2-(4-((4'-(1,1,1,3,3,3-hexafluoro-2-hydroxypropan-2-yl)-[1,1'-biphenyl]-4-yl)methyl)-1-(pyridin-4-ylmethyl)piperazin-2-yl)-N-isopropylacetamide FC(C(C(F)(F)F)(O)C1=CC=C(C=C1)C1=CC=C(C=C1)CN1C[C@H](N(CC1)CC1=CC=NC=C1)CC(=O)NC(C)C)(F)F